ClC1=CC=CC(=N1)C(=O)O 6-chloro-picolinic acid